[Si](C)(C)(C(C)(C)C)OCC1N2C(OC1)=C(C=N2)S(=O)(NC(NC2=C1CCCC1=CC=1CCCC21)=O)=NC(C2=CC=CC=C2)(C2=CC=CC=C2)C2=CC=CC=C2 3-(((tert-butyldimethylsilyl)oxy)methyl)-N-((1,2,3,5,6,7-hexahydro-s-indacen-4-yl)carbamoyl)-N'-trityl-2,3-dihydropyrazolo[5,1-b]oxazole-7-sulfonimidamide